N-(2-hydroxyethyl)ethylenediaminetriacetic acid trisodium salt hydrate C(CN(CC(=O)[O-])CC(=O)[O-])N(CCO)CC(=O)[O-].O.[Na+].[Na+].[Na+]